Trimethylhexandiol CC(CCCCC(O)O)(C)C